CC=CC1=C(C(=O)O)C=CC=C1.C(C1=CC=CC=C1)(=O)OCC=C vinylmethyl benzoate (methyl vinyl benzoate)